C1(=CC=CC=C1)C(=O)C1=CC=C2C(CCCN12)CS(=O)(=O)C1=CC=C(C)C=C1 phenyl-(8-(p-toluenesulfonylmethyl)-5,6,7,8-tetrahydroindolizin-3-yl)methanone